BrC1=CC(=C(C=2CCCC12)N)C1CC1 7-bromo-5-cyclopropyl-2,3-dihydro-1H-inden-4-amine